N(C(=N)N)CC/C=C/C(=O)NC=1NC(C=2N=CN(C2N1)[C@@H]1O[C@@H]([C@H]([C@H]1O)O)CO)=O 2-[(E)-5-Guanidino-2-pentenoylamino]-9-[(2R,3R,4S,5R)-3,4-dihydroxy-5-(hydroxymethyl)tetrahydrofur-2-yl]-1,9-dihydropurin-6-one